2-((Diphenylmethylene)amino)-2-(4-(propan-2-ylidene)cyclohexyl)acetic acid methyl ester COC(C(C1CCC(CC1)=C(C)C)N=C(C1=CC=CC=C1)C1=CC=CC=C1)=O